2-((1r,4r)-4-(hydroxymethyl)cyclohexyl)-6-(2-hydroxypropan-2-yl)-2H-indazole OCC1CCC(CC1)N1N=C2C=C(C=CC2=C1)C(C)(C)O